N-(2-(benzo[d]thiazol-2-yl)-4-methylphenyl)cinnamamide S1C(=NC2=C1C=CC=C2)C2=C(C=CC(=C2)C)NC(C=CC2=CC=CC=C2)=O